C(C)N1[C@@H](CC1)C(=O)O (S)-1-ethyl-azetidine-2-carboxylic acid